3-[5-(3-Nitrophenyl)thiophen-2-yl]propanoic acid [N+](=O)([O-])C=1C=C(C=CC1)C1=CC=C(S1)CCC(=O)O